2-(4-(2-(8-cyanoquinolin-5-yl)-3-isopropyl-1H-indol-5-yl)piperidin-1-yl)-N,N-dimethylacetamide C(#N)C=1C=CC(=C2C=CC=NC12)C=1NC2=CC=C(C=C2C1C(C)C)C1CCN(CC1)CC(=O)N(C)C